(1R,4R)-N-(3-(4-chlorobenzamido)phenyl)-5-(pyrimidin-2-yl)-2,5-diazabicyclo[2.2.1]heptane-2-carboxamide ClC1=CC=C(C(=O)NC=2C=C(C=CC2)NC(=O)N2[C@H]3CN([C@@H](C2)C3)C3=NC=CC=N3)C=C1